[Si](C1=CC=CC=C1)(C1=CC=CC=C1)(C(C)(C)C)OC[C@@]12C[C@H](CN2CC(C1)(O)[2H])F (6R,7aS)-7a-(((tert-butyldiphenylsilyl)oxy)methyl)-6-fluorohexahydro-1H-pyrrolizin-2-d-2-ol